trioctyl (2-((3-(dimethylamino) propionyl) oxy) propane-1,2,3-tricarboxylate) CN(CCC(=O)OC(CC(=O)OCCCCCCCC)(CC(=O)OCCCCCCCC)C(=O)OCCCCCCCC)C